8-chloro-N-(2,3-dihydrobenzofuran-5-yl)quinolin-2-amine ClC=1C=CC=C2C=CC(=NC12)NC=1C=CC2=C(CCO2)C1